O=C1N=CC=C(C1)C(=O)N[C@H]1C[C@H](CCC1)NC1=CC(=NC2=CC=CC=C12)C(F)(F)F 2-oxo-N-[(1R,3S)-3-{[2-(trifluoromethyl)quinolin-4-yl]amino}cyclohexyl]-2,3-dihydropyridine-4-carboxamide